C(CCCCCCC\C=C/C\C=C/C\C=C/CC)O cis,cis,cis-9,12,15-Octadecatrienol